N-(tert-butyl)-3-methylpyridin-2-amine C(C)(C)(C)NC1=NC=CC=C1C